COC=1C=NC(N2C1N1C3(COC(C1)C3)C2)=O 6-methoxy-3,4-dihydro-1H,9H,11H-3,11a-methanopyrimido[6',1':2,3]imidazo[5,1-c][1,4]oxazin-9-one